BrC1=C(C=CC(=C1)Br)F 2,4-dibromo-1-fluorobenzene